N-(4-fluoro-3-(trifluoromethyl)phenyl)-3-(2-methoxy-5-(1-oxa-3-azaspiro[4.5]dec-2-en-2-yl)benzamido)-6-(trifluoromethyl)benzo[b]thiophene-2-carboxamide FC1=C(C=C(C=C1)NC(=O)C1=C(C2=C(S1)C=C(C=C2)C(F)(F)F)NC(C2=C(C=CC(=C2)C=2OC1(CN2)CCCCC1)OC)=O)C(F)(F)F